[Y].C(C1=CC=CC=C1)OC[C@@H](C(=O)NC=1C=CC=C2C(=CNC12)C1=NC(=NC=C1C)NC1=C(C(=CC=C1)S(=O)(=O)C)F)N1CCN(CC1)C (S)-3-(benzyloxy)-N-(3-(2-((2-fluoro-3-(methylsulfonyl)phenyl)amino)-5-methyl-pyrimidin-4-yl)-1H-indol-7-yl)-2-(4-methylpiperazin-1-yl)propanamide yttrium